3-(5-Chloro-2-methylphenyl)-3-(7-(2-(cyclohexylamino)-2-oxoethoxy)naphthalen-2-yl)propanoic acid ClC=1C=CC(=C(C1)C(CC(=O)O)C1=CC2=CC(=CC=C2C=C1)OCC(=O)NC1CCCCC1)C